C[C@H]1N(C[C@H](NC1)C)C1=NC=C(C=N1)C(F)(F)F 2-[(2R,5R)-2,5-dimethylpiperazin-1-yl]-5-(trifluoromethyl)pyrimidine